C1=CC=CC=2C3=CC=CC=C3N(C12)C1=CC=C(C=C1)C=CC=1C2=CC=CC=C2C=C2C=CC=CC12 1-(4-(9-carbazolyl)phenyl)-2-(9-anthryl)ethylene